Acetyl Glucuronate O=C[C@H](O)[C@@H](O)[C@H](O)[C@H](O)C(=O)OC(C)=O